(R)-11-chloro-3-methyl-3-(trifluoromethyl)-N-[6-(trifluoromethyl)pyridazin-4-yl]-1,5,8,12-tetrazatricyclo[7.3.0.02,6]dodeca-2(6),7,9,11-tetraene-5-carboxamide ClC=1C=C2N=CC=3N(C[C@](C3N2N1)(C(F)(F)F)C)C(=O)NC1=CN=NC(=C1)C(F)(F)F